2-(2-methoxypyridin-4-yl)-1H-pyrrolo[2,3-b]pyridin COC1=NC=CC(=C1)C1=CC=2C(=NC=CC2)N1